CC1(COCC1)N 3-methyltetrahydrofuran-3-amine